CN1CCN(CC1)CCO\N=C/1\C(\NC2=CC=CC=C12)=C/1\C(NC2=CC=CC=C12)=O (2Z,3E)-3-((2-(4-methylpiperazin-1-yl)ethoxy)imino)-2'-oxo-[2,3'-biindolinylidene]